ethyl 2-fluoro-2-(1-(5-(trifluoromethyl)pyrimidin-2-yl)piperidin-4-ylidene)acetate FC(C(=O)OCC)=C1CCN(CC1)C1=NC=C(C=N1)C(F)(F)F